C(C)(=O)N1CCC(=CC1)C=1C=C2CCCN(C2=CC1C(F)F)C=1N=C(C=C2C=CC=NC12)C(=O)O 8-[6-(1-acetyl-1,2,3,6-tetrahydropyridin-4-yl)-7-difluoromethyl-3,4-dihydro-2H-quinolin-1-yl]-[1,7]naphthyridine-6-carboxylic acid